CC1=NN2C(C=C(C=C2)C(=O)OCC)=C1 ethyl 2-methylpyrazolo[1,5-a]pyridine-5-carboxylate